6'-{[(3R)-pyrrolidin-3-yl]oxy}-2',3'-dihydrospiro[cyclohexane-1,1'-indene]-4-carboxylic acid methyl ester COC(=O)C1CCC2(CCC3=CC=C(C=C23)O[C@H]2CNCC2)CC1